COC(C(N)CC=C)=O allylglycine methylester